C(C1=CC=CC=C1)S(=O)(=O)N1C=CC=2C1=NC=C(N2)N 5-toluenesulfonyl-5H-pyrrolo[2,3-b]pyrazin-2-amine